The molecule is dianion of dihydrofolic acid arising from deprotonation of both carboxylic acid functions. It has a role as a human metabolite and a Saccharomyces cerevisiae metabolite. It is a dicarboxylic acid dianion and a member of dihydrofolates. It is a conjugate base of a dihydrofolic acid. C1C(=NC2=C(N1)N=C(NC2=O)N)CNC3=CC=C(C=C3)C(=O)N[C@@H](CCC(=O)[O-])C(=O)[O-]